BrC1=CC(=C(CN2C=NC=C2)C=C1)C 1-(4-bromo-2-methylbenzyl)-1H-imidazole